ClC=1C=C(C(=NC1)N1C(C(N(C(C1)=O)CC1=CC=C(C=C1)C(F)(F)F)C1CN(C1)C(=O)NC)=O)F 3-(4-(5-chloro-3-fluoro-pyridin-2-yl)-3,6-dioxo-1-(4-(trifluoromethyl)-benzyl)piperazin-2-yl)-N-methylazetidine-1-carboxamide